ClC1=C(C=CC(=C1)Cl)C1=NC2=CC=C(C=C2C(=C1CN)CN1N=CN=C1)OCC(=O)OCC 2-(2,4-dichlorophenyl)-3-aminomethyl-4-(1,2,4-triazol-1-yl)methyl-6-ethoxycarbonylmethoxyquinoline